3-butylbenzo[d][1,2,3]triazin-4(3H)-one C(CCC)N1N=NC2=C(C1=O)C=CC=C2